C(C=C)(=O)N1CC2(C1)C[C@@H](N(CC2)C([C@@H](CC=C(Cl)Cl)C2=CC=CC=C2)=O)C (S)-1-((S)-2-acryloyl-6-methyl-2,7-diazaspiro[3.5]nonan-7-yl)-5,5-dichloro-2-phenylpent-4-en-1-one